3-(2-((3,3-Dimethyl-1,4-oxazepan-6-yl)amino)-5-(trifluoromethyl)pyrimidin-4-yl)-1H-pyrrole CC1(COCC(CN1)NC1=NC=C(C(=N1)C1=CNC=C1)C(F)(F)F)C